(R,S)-3-(3-(4-(1H-pyrrolo[2,3-b]pyridin-3-yl)-1H-1,2,3-triazol-1-yl)phenyl)-3-hydroxy-1-methylpyrrolidin-2-one N1C=C(C=2C1=NC=CC2)C=2N=NN(C2)C=2C=C(C=CC2)[C@]2(C(N(CC2)C)=O)O